N1=CC(=CC=C1)C1=C(C=CC=C1)C=1C(=NC(=CC1)N)N 3-[2-(3-pyridyl)phenyl]pyridine-2,6-diamine